C1(CC1)C=1SC(=CN1)C=1C=C(C=CC1)N(C(=O)[C@@H]1CC[C@H](CC1)NC(COCCO)=O)C[C@@H]1CC[C@H](CC1)C1=CC(=C(C=C1)OC)C trans-N-(3-(2-Cyclopropylthiazol-5-yl)phenyl)-4-(2-(2-hydroxyethoxy)acetamido)-N-((trans-4-(4-methoxy-3-methylphenyl)cyclohexyl)methyl)-cyclohexanecarboxamide